tert-butyl (R)-4-(2-(2-(2-hydroxyphenyl)-5,6,6a,7,9,10-hexahydro-8H-pyrazino[1',2':4,5]pyrazino[2,3-c]pyridazin-8-yl)pyrimidin-5-yl)-3,6-dihydropyridine-1(2H)-carboxylate OC1=C(C=CC=C1)C=1C=C2C(=NN1)NC[C@H]1N2CCN(C1)C1=NC=C(C=N1)C=1CCN(CC1)C(=O)OC(C)(C)C